C(C)(C)(C)OC(NCCC(CCCN(CCCC(NCCNC(=O)OC(C)(C)C)=O)CCN)=O)=O [2-(4-{(2-amino-ethyl)-[3-(2-tert-butoxycarbonylamino-ethylcarbamoyl)-propyl]-amino}-butyryl)-ethyl]-carbamic acid tert-butyl ester